p-nitrophenyl caprylate (octanoate) C(CCCCCCC)(=O)O.C(CCCCCCC)(=O)OC1=CC=C(C=C1)[N+](=O)[O-]